C(C)[C@@H]1OC1 (S)-ethyl-oxirane